[Si](C)(C)(C(C)(C)C)OCCN1C=C(C2=CC(=CC=C12)F)C1CCNCC1 1-(2-((tert-butyldimethylsilyl)oxy)ethyl)-5-fluoro-3-(piperidin-4-yl)-1H-indole